COC=1C=C2C(=NC=NC2=CC1OC)OC1=CC(=C(C(=C1)F)C(C(=O)NC1=CC=C(C=C1)CN1CCOCC1)=O)F (4-((6,7-dimethoxyquinazolin-4-yl)oxy)-2,6-difluorophenyl)-N-(4-(morpholinylmethyl)phenyl)-2-oxoacetamide